ONC(CCCCCCC1=NC2=C(C=CC=C2C(N1)=O)C)=O N-hydroxy-7-(8-methyl-4-oxo-3,4-dihydroquinazolin-2-yl)heptanamide